ClC1=C2C(N(C=NC2=CC=C1SC1=CN=C(N=N1)N1CCC2(CC1)[C@@H](C1=CC=CC=C1C2)NS(=O)C(C)(C)C)CCOC)=O N-((S)-1'-(6-((5-chloro-3-(2-methoxyethyl)-4-oxo-3,4-dihydroquinazolin-6-yl)thio)-1,2,4-triazin-3-yl)-1,3-dihydrospiro[indene-2,4'-piperidin]-1-yl)-2-methylpropane-2-sulfinamide